tert-butyl 4-cyclopropylidenepiperidine-1-carboxylate C1(CC1)=C1CCN(CC1)C(=O)OC(C)(C)C